3-(3-formylphenoxy)propionic acid C(=O)C=1C=C(OCCC(=O)O)C=CC1